7-(cyclopropylmethoxy)-2-(methylsulfanyl)-5-[2-(triisopropylsilyl)ethynyl]pyrido[2,3-d]pyrimidine C1(CC1)COC=1C=C(C2=C(N=C(N=C2)SC)N1)C#C[Si](C(C)C)(C(C)C)C(C)C